CN(C)[Si](CCCCCCCCCCCCCCCCCC)(C)C (dimethylamino)(dimethyl)octadecylsilane